ClC=1C=C(C=C(C1OC=1C=C2CCN(C(C2=CC1)=O)CC1=CC=C(C=C1)OC(F)(F)F)Cl)NN 2-(3,5-dichloro-4-((1-oxo-2-(4-(trifluoromethoxy)benzyl)-1,2,3,4-tetrahydroisoquinolin-6-yl)oxy)phenyl)hydrazine